1,5-dimethyl-quinazoline-2,4-dione CN1C(NC(C2=C(C=CC=C12)C)=O)=O